[Na].[Na].[Na].[Na].[Rh].[Rh] di-rhodium tetrasodium